methyl 7-(1-(adamantan-1-ylmethyl)-5-methyl-1H-pyrazol-4-yl)-4-((5-(benzo[d]thiazol-2-ylcarbamoyl)thiazol-4-yl)amino)quinoline-8-carboxylate C12(CC3CC(CC(C1)C3)C2)CN2N=CC(=C2C)C2=CC=C3C(=CC=NC3=C2C(=O)OC)NC=2N=CSC2C(NC=2SC3=C(N2)C=CC=C3)=O